C(CCCCCCC\C=C/CCCCCCCC)(=O)O.C(C)(=O)O.C(C)(=O)O diacetic acid monooleate